C(C)OC(=O)C1=CC=C(O1)C(=O)OC furan-2,5-dicarboxylic acid methyl ethyl ester